(1S,4S)-4-hydroxy-1,2,3,4-tetrahydronaphthalene-1-carbamic acid tert-butyl ester C(C)(C)(C)OC(N[C@H]1CC[C@@H](C2=CC=CC=C12)O)=O